ClC=1C=C2C=C(NC2=CC1C(=O)OC)CNC(=O)C1(CC1)C methyl 5-chloro-2-((1-methylcyclopropanecarboxamido)methyl)-1H-indole-6-carboxylate